tert-butyl (3-(allyloxy)phenyl)carbamate C(C=C)OC=1C=C(C=CC1)NC(OC(C)(C)C)=O